[Br-].OC(C)C1=NC=CC(=C1)C=C 1-hydroxyethyl-4-vinylpyridine bromide salt